N[C@H](CO)CN1N=C(N=N1)C1=CC=C(C=C1)OC1=NC=C(C=C1F)Cl (S)-2-amino-3-(5-(4-((5-chloro-3-fluoropyridin-2-yl)oxy)phenyl)-2H-tetrazol-2-yl)propan-1-ol